OC1(CC=C(C=C1)N(C1=CC=CC=C1)C1=CCC(C=C1)(O)O)O bis(4-hydroxy-4-hydroxyphenyl)aniline